BrC1=NC(=CC(=C1)NC(OC(C)(C)C)=O)C1(CC1)C tert-butyl (2-bromo-6-(1-methylcyclopropyl)pyridin-4-yl)carbamate